C1(CC1)CN(C(=O)C1=C(C=C(C=C1)C=1C(=CC(=C(C1)NC(=O)C1=CNC(C=C1C(F)(F)F)=O)N1C[C@H](N([C@H](C1)C)C)C)F)F)C N-[5-[4-[cyclopropylmethyl(methyl)carbamoyl]-3-fluorophenyl]-4-fluoro-2-[(3R,5S)-3,4,5-trimethylpiperazin-1-yl]phenyl]-6-oxo-4-(trifluoromethyl)-1H-pyridine-3-carboxamide